(4S)-7,8-dichloro-6-(2,6-difluorophenyl)-4-methyl-2-(oxetan-3-yloxy)-4H-[1,2,4]triazolo[1,5-a][1,4]benzodiazepine ClC1=C(C=CC2=C1C(=N[C@H](C=1N2N=C(N1)OC1COC1)C)C1=C(C=CC=C1F)F)Cl